2-MORPHOLINOPYRIMIDIN-5-YLBORONIC ACID O1CCN(CC1)C1=NC=C(C=N1)B(O)O